CN1N=NC=2N(C1=O)C=NC2 3,4-dihydro-3-methyl-4-oxoimidazo[5,1-D]-1,2,3,5-tetrazine